BrC1=C2C=C(N(C2=CC(=C1)SC1=CC=C(C=C1)OC1=CC=CC=C1)CC1=CC=C(C=C1)C(N(C)C)=O)C(=O)O 4-bromo-1-(4-(dimethylcarbamoyl)benzyl)-6-(4-phenoxyphenyl-thio)-1H-indole-2-carboxylic acid